C(C)(C)C1=C(NC2=C1N=C(S2)C2CCC(CC2)NC2CC1(CNC1)C2)C=2C=C(C=1N(C2)N=CN1)OC N-(4-(6-isopropyl-5-(8-methoxy-[1,2,4]triazolo[1,5-a]pyridin-6-yl)-4H-pyrrolo[3,2-d]thiazol-2-yl)cyclohexyl)-2-azaspiro[3.3]heptan-6-amine